6-bromo-N'-(2-chloro-5-fluorophenyl)-4-[[[1-(2,2,2-trifluoroethyl)piperidin-4-yl]methyl]amino]pyrrolo[1,2-b]pyridazine-3-carboximidamide BrC=1C=C2N(N=CC(=C2NCC2CCN(CC2)CC(F)(F)F)C(N)=NC2=C(C=CC(=C2)F)Cl)C1